2-((3,5-dimethylphenyl)amino)-3-nitrobenzonitrile CC=1C=C(C=C(C1)C)NC1=C(C#N)C=CC=C1[N+](=O)[O-]